ClC=1N=C2C(=C(C(N(C2=CC1)C)=O)C#N)N1CCN(CC1)CC1=C(C=CC(=C1)F)O 6-Chloro-4-{4-[(5-fluoro-2-hydroxyphenyl)methyl]piperazin-1-yl}-1-methyl-2-oxo-1,2-dihydro-1,5-naphthyridin-3-carbonitril